FC=1C=C(C=CC1OC1=CC=NC2=CC(=CC=C12)OC)NC(=O)C1=C2C(=CN(C1=O)C1=CC=C(C=C1)F)CCO2 N-(3-fluoro-4-((7-methoxyquinolin-4-yl)oxy)phenyl)-5-(4-fluorophenyl)-6-oxo-2,3,5,6-tetrahydrofuro[3,2-c]pyridine-7-carboxamide